ethylenediaminetetraacetic acid calcium sodium salt [Na+].[Ca+2].C(CN(CC(=O)[O-])CC(=O)[O-])N(CC(=O)O)CC(=O)[O-]